ClC1=C(C=NN1C1CC1)NC1=NC2=CC(=C(C=C2C=N1)C)[C@H]1[C@@H](CN(CC1)C1COC1)F |o1:21,22| (3S,4S) or (3R,4R)-N-(5-chloro-1-cyclopropyl-1H-pyrazol-4-yl)-7-[3-fluoro-1-(oxetan-3-yl)piperidin-4-yl]-6-methylquinazolin-2-amine